2,2-bis[3,5-dibromo-4-(2,3-dibromo-2-methylpropyloxy)phenyl]propane tert-butyl-3,3-dimethyl-4-(5,6,7,8-tetrahydro-[1,2,4]triazolo[1,5-a]pyridine-6-carbonyl)piperazine-1-carboxylate C(C)(C)(C)OC(=O)N1CC(N(CC1)C(=O)C1CCC=2N(C1)N=CN2)(C)C.BrC=2C=C(C=C(C2OCC(CBr)(C)Br)Br)C(C)(C)C2=CC(=C(C(=C2)Br)OCC(CBr)(Br)C)Br